CC(CCC1=CC=C(C=C1)O)NCCC2=CC(=C(C=C2)O)O The molecule is a catecholamine that is 4-(3-aminobutyl)phenol in which one of the hydrogens attached to the nitrogen is substituted by a 2-(3,4-dihydroxyphenyl)ethyl group. A beta1-adrenergic receptor agonist that has cardiac stimulant action without evoking vasoconstriction or tachycardia, it is used as the hydrochloride to increase the contractility of the heart in the management of acute heart failure. It has a role as a cardiotonic drug, a sympathomimetic agent and a beta-adrenergic agonist. It is a secondary amine and a catecholamine.